CC1=C(C=CC=C1)[C@@H]1COCCCN1 (3R)-3-(2-methylphenyl)-1,4-oxazepane